(S)-N-(6-methylpyridin-2-yl)pyrrolidine-2-carboxamide CC1=CC=CC(=N1)NC(=O)[C@H]1NCCC1